succinimidylsuccinat C1(CCC(N1C(C(=O)[O-])CC(=O)[O-])=O)=O